(phenylazanediyl)bis(ethane-2,1-diyl) bis(2-methylacrylate) CC(C(=O)OCCN(CCOC(C(=C)C)=O)C1=CC=CC=C1)=C